(6-bromo-3-methylpyrazolo[1,5-a]pyrimidin-2-yl)[(3R,3'R)-3'-hydroxy-1,4-dihydro-1'H,2H-spiro[isoquinoline-3,4'-piperidin]-1'-yl]methanone BrC=1C=NC=2N(C1)N=C(C2C)C(=O)N2C[C@H]([C@@]1(CC2)NCC2=CC=CC=C2C1)O